P(=O)(O)(O)CC(=O)N[C@@H](CC(=O)O)C(=O)O.O=C1NCCC1C(=O)NCC1=CC=C(C=C1)NC1=CC=C(C=C1)C(CC)CC oxo-N-(4-((4-(pentan-3-yl)phenyl)amino)benzyl)pyrrolidine-3-carboxamide (phosphoacetyl)-L-aspartate